CC1(OCCN1CCO)CC 2-methyl-2-ethyl-N-hydroxyethyl-1,3-oxazolidine